3-(6-naphthyl-2H-indazol-2-yl)-N,N-dimethylpropan-1-amine C1(=CC=CC2=CC=CC=C12)C=1C=CC2=CN(N=C2C1)CCCN(C)C